ClC=1C=C(CO[C@@H](C(=O)NC2(CC2)C2=CC=C(C(=O)O)C=C2)C(C)C)C=CC1 (R)-4-(1-(2-((3-chlorobenzyl)oxy)-3-methylbutanoylamino)cyclopropyl)benzoic acid